4-(((3E,9Z)-dodeca-3,9-dien-1-yl)oxy)-2-hydroxy-3,6-dimethylbenzoic acid methyl ester COC(C1=C(C(=C(C=C1C)OCC\C=C\CCCC\C=C/CC)C)O)=O